N-(5-cyano-6-fluoro-indan-2-yl)-N-[(2S)-2-hydroxy-2-(3-pyridyl)ethyl]propanamide C(#N)C=1C=C2CC(CC2=CC1F)N(C(CC)=O)C[C@H](C=1C=NC=CC1)O